COC=1C=C(C=CC1)C1(CC1)NC(=O)C1=CC=2C(=NC(=CC2)C=2C=NNC2C)N1 N-(1-(3-methoxyphenyl)cyclopropyl)-6-(5-methyl-1H-pyrazol-4-yl)-1H-pyrrolo[2,3-b]pyridine-2-carboxamide